C(=O)O.N[C@@H]1C[C@@H](CC1)OC1=C(C(=NC=C1)OC)C1=CC(=NN1)NC=1N=CC(=NC1)C#N 5-((5-(4-(((1R,3S)-3-aminocyclopentyl)oxy)-2-methoxypyridin-3-yl)-1H-pyrazol-3-yl)amino)pyrazine-2-carbonitrile formate salt